C(C)N1C(N(C=C1)C)CC(=O)O.C(C)(=O)O.C(C)N1CN(C=C1)C 1-ethyl-3-methylimidazole acetate (1-ethyl-3-methylimidazoleacetate)